FC=1C=C(C=CC1F)[C@H]1[C@@H](CN(C1)CCOC)NC(NC1=CC(=NN1C)C1=CC=C(C(=O)N(C)C)C=C1)=O 4-(5-(3-((3s,4r)-4-(3,4-difluorophenyl)-1-(2-methoxyethyl)pyrrolidin-3-yl)ureido)-1-methyl-1H-pyrazol-3-yl)-N,N-dimethylbenzamide